C(C1=CC=CC=C1)OC1=C2C(=C(N(C2=CC(=C1)F)C1=CC(=C(C=C1)F)OC)C1(CC(C1)O)C)C1=CC(=C(C(=O)OC)C=C1)OC methyl 4-(4-(benzyloxy)-6-fluoro-1-(4-fluoro-3-methoxyphenyl)-2-(3-hydroxy-1-methylcyclobutyl)-1H-indol-3-yl)-2-methoxybenzoate